4-(5-chloro-1-(4-cyclopropylbutyl)-3-(isothiazole-4-carboxamido)-1H-pyrazolo[3,4-b]pyridin-6-yl)phenyl (2-(dimethylamino)ethyl)carbamate CN(CCNC(OC1=CC=C(C=C1)C1=C(C=C2C(=N1)N(N=C2NC(=O)C=2C=NSC2)CCCCC2CC2)Cl)=O)C